3-(9-((4-(aminomethyl)phenyl)carbamoyl)-4,5-dihydrobenzo[b]thieno[2,3-d]oxepin-8-yl)-6-((1-(methylcarbamoyl)cyclohexyl)carbamoyl)picolinic acid NCC1=CC=C(C=C1)NC(=O)C1=CC2=C(OCCC3=C2SC=C3)C=C1C=1C(=NC(=CC1)C(NC1(CCCCC1)C(NC)=O)=O)C(=O)O